C(C)(C)(C)OCCON1C(C2=C(N(C(C(=C2CC1)C)=O)C)NC1=C(C=CC=C1)F)=O 2-(2-(tert-butoxy)ethoxy)-8-((2-fluorophenyl)amino)-5,7-dimethyl-3,4-dihydro-2,7-naphthyridine-1,6(2H,7H)-dione